2-[5-fluoro-1-(2-fluorobenzyl)-1H-pyrazolo[3,4-b]pyridin-3-yl]pyrimidine FC=1C=C2C(=NC1)N(N=C2C2=NC=CC=N2)CC2=C(C=CC=C2)F